tert-butyl (1-oxo-1-(4-((4-(1-propyl-1H-pyrazol-4-yl)-7-tosyl-7H-pyrrolo[2,3-d]pyrimidin-2-yl)amino)phenyl)-5,8,11,14,17,20-hexaoxa-2-azadocosan-22-yl)carbamate O=C(NCCOCCOCCOCCOCCOCCOCCNC(OC(C)(C)C)=O)C1=CC=C(C=C1)NC=1N=C(C2=C(N1)N(C=C2)S(=O)(=O)C2=CC=C(C)C=C2)C=2C=NN(C2)CCC